C(C)(C)(C)OC(=O)N1[C@@H](CCC1)C=1C=C(C=C2CCN(CC12)C(NCC)=O)C=1C=C2C(=NC1)NC=C2C (S)-2-(2-(ethylcarbamoyl)-6-(3-methyl-1H-pyrrolo[2,3-b]pyridin-5-yl)-1,2,3,4-Tetrahydroisoquinolin-8-yl)pyrrolidine-1-carboxylic acid tert-butyl ester